trimethyl-silylium C[Si+](C)C